2-[8-((R)-2,3-Dihydroxy-propoxy)-6,6-dimethyl-11-oxo-6,11-dihydro-benzo[b]naphtho[2,3-d]furan-3-yloxy]-N-phenyl-acetamide O[C@@H](COC=1C=C2C(C3=C(C4=C(O3)C=C(C=C4)OCC(=O)NC4=CC=CC=C4)C(C2=CC1)=O)(C)C)CO